tert-butyl octahydro-2H-1,5-naphthyridine-1-carboxylate N1(CCCC2NCCCC12)C(=O)OC(C)(C)C